C1(CC1)[C@@H](N[S@](=O)C(C)(C)C)C1=CC=C2C(=N1)N=CN2COCC[Si](C)(C)C (R)-N-((R)-Cyclopropyl(1-((2-(trimethylsilyl)ethoxy)methyl)-1H-imidazo[4,5-b]pyridin-5-yl)methyl)-2-methylpropane-2-sulfinamide